Technetium(II) Oxide [Tc]=O